C(C)(C)(C)OC(N[C@H](CCl)C)=O.C(CCCCCCCCC)[Si](OC)(OC)C decylmethyldimethoxySilane tert-butyl-N-[(1S)-2-chloro-1-methyl-ethyl]carbamate